4-bromomethyl-5-cyclopropyl-3-(2,6-dichloro-phenyl)-isoxazole BrCC=1C(=NOC1C1CC1)C1=C(C=CC=C1Cl)Cl